1-((3-fluoro-4-(4-(2-methoxyethoxy)-2-((4-((4-methylpiperazin-1-yl)methyl)phenyl)amino)-7H-pyrrolo[2,3-d]pyrimidin-5-yl)phenoxy)methyl)pyridin-2(1H)-one 2-Ethyl-hexyl-acrylate C(C)C(COC(C=C)=O)CCCC.FC=1C=C(OCN2C(C=CC=C2)=O)C=CC1C1=CNC=2N=C(N=C(C21)OCCOC)NC2=CC=C(C=C2)CN2CCN(CC2)C